C1=CC=NC(=C1)CC(=O)O pyridine-acetic acid